(E)-3-(3-(2,6-bis(trifluoromethyl)pyridin-4-yl)-1H-1,2,4-triazol-1-yl)-N-(Cyanomethyl)-2-(pyrimidin-5-yl)acrylamide FC(C1=NC(=CC(=C1)C1=NN(C=N1)/C=C(/C(=O)NCC#N)\C=1C=NC=NC1)C(F)(F)F)(F)F